CC(C)CC(=O)O The molecule is a C5, branched-chain saturated fatty acid. It has a role as a plant metabolite and a mammalian metabolite. It is a short-chain fatty acid, a methylbutyric acid and a branched-chain saturated fatty acid. It is a conjugate acid of an isovalerate.